COCCN1C(=NC=C1)[S] (1-(2-methoxyethyl)-1H-imidazol-2-yl)sulfur